C(#N)C1=C(C=C(C=C1)N1C(N(C(C1=O)(C)C)C1=CC(=C(OCC[C@@H]2C[C@H](N(CC2)C(=O)OC(C)(C)C)C)C=C1)CC)=S)C(F)(F)F tert-butyl (2R,4S)-4-[2-[4-[3-[4-cyano-3-(trifluoromethyl)phenyl]-5,5-dimethyl-4-oxo-2-thioxo-imidazolidin-1-yl]-2-ethyl-phenoxy]ethyl]-2-methyl-piperidine-1-carboxylate